1,2-bis[9-(3-hydroxypropyl)-fluoren-9-yl]ethane OCCCC1(C2=CC=CC=C2C=2C=CC=CC12)CCC1(C2=CC=CC=C2C=2C=CC=CC12)CCCO